BrC1=CC=2C3(C4=CC=CC=C4C2C=C1)C1=CC=CC=C1C=1C=CC(=CC13)Br 2,2'-dibromo-9,9'-spirobifluorene